FC=1C(=C2C(=NN(C2=CC1)C1OCCCC1)B1OC(C(O1)(C)C)(C)C)C#C[Si](C(C)C)(C(C)C)C(C)C 5-fluoro-1-(tetrahydro-2H-pyran-2-yl)-3-(4,4,5,5-tetramethyl-1,3,2-dioxaborolan-2-yl)-4-((triisopropylsilyl)ethynyl)-1H-indazole